dimethyl (1E)-1-methyl-3-(methylamino)-3-oxo-1-propen-1-yl phosphate P(=O)(OC)(OC)O\C(=C\C(=O)NC)\C